CC1CNC(CN1C(=O)O)C(=O)O 6-methylpiperazine-1,3-dicarboxylic acid